cresyl-sodium C1(=CC=C(C=C1)C)[Na]